(E)-2-(2-(2-(4-Methoxyphenyl)-1,3-dithian-2-yl)vinyl)-1H-pyrrole COC1=CC=C(C=C1)C1(SCCCS1)/C=C/C=1NC=CC1